NC=1C=C(C=CC1Br)CN(C(=O)C=1C=NC(=NC1)C1CC1)C=1C(=NN(C1)C)C(F)(F)F N-[(3-amino-4-bromophenyl)methyl]-2-cyclopropyl-N-[1-methyl-3-(trifluoromethyl)-1H-pyrazol-4-yl]pyrimidine-5-carboxamide